N-(4-{4-amino-7-[1-(2-hydroxyethyl)piperidin-4-yl]pyrrolo[2,1-f][1,2,4]triazin-5-yl}-3-fluorophenyl)-2-oxo-1-phenyl-1,2-dihydropyridine-3-carboxamide NC1=NC=NN2C1=C(C=C2C2CCN(CC2)CCO)C2=C(C=C(C=C2)NC(=O)C=2C(N(C=CC2)C2=CC=CC=C2)=O)F